ClC=1C(=C(NC2=C(NC3=C2C(NCC3)=O)C3=C(C=NC=C3)OC[C@H]3N(CC3)CC(F)(F)F)C=CC1)OC 3-(3-chloro-2-methoxyanilino)-2-(3-{[(2S)-1-(2,2,2-trifluoroethyl)azetidin-2-yl]methoxy}pyridin-4-yl)-1,5,6,7-tetrahydro-4H-pyrrolo[3,2-c]pyridin-4-one